C[Si](NC1=NC(=NC=C1)O[Si](C)(C)C)(C)C N-(trimethylsilyl)-2-(trimethylsiloxy)-4-pyrimidinamine